CN(C([O-])=O)C1CC=2C(=C(SC2)C(F)(F)F)CC1 N-methyl-N-[1-(trifluoromethyl)-4,5,6,7-tetrahydro-2-benzothiophen-5-yl]carbamate